6-chloro-2-((2-fluoro-4-(trimethylsilyl)phenyl)amino)nicotinic acid methyl ester COC(C1=C(N=C(C=C1)Cl)NC1=C(C=C(C=C1)[Si](C)(C)C)F)=O